6-(3-Isopropyl-5-((1-(2-(methylsulfonyl)ethyl)azetidin-3-yl)methyl)-1H-indol-2-yl)-7,8-dimethyl-[1,2,4]triazolo[1,5-a]pyridin C(C)(C)C1=C(NC2=CC=C(C=C12)CC1CN(C1)CCS(=O)(=O)C)C=1C(=C(C=2N(C1)N=CN2)C)C